BrC=1C=C(C=CC1)NC(=O)NC1=C(C=CC(=C1)Cl)CCO 1-(3-bromophenyl)-3-[5-chloro-2-(2-hydroxyethyl)phenyl]urea